2-bromo-4-chloro-6,7-dimethoxyquinoline BrC1=NC2=CC(=C(C=C2C(=C1)Cl)OC)OC